methoxyethoxyethyl cyanoacetate C(#N)CC(=O)OCCOCCOC